N1C(=NC=C1)C1=CN(C2=CC=CC=C12)S(=O)(=O)C1=CC=CC=C1 3-(1H-imidazol-2-yl)-1-(benzenesulfonyl)-1H-indole